(E)-N-(4-(1-(4-(4-(4-((2-(2,6-dioxopiperidin-3-yl)-1-oxoisoindolin-4-yl)thio)butyl)piperazin-1-yl)benzoyl)piperidin-4-yl)butyl)-3-(pyridin-3-yl)acrylamide O=C1NC(CCC1N1C(C2=CC=CC(=C2C1)SCCCCN1CCN(CC1)C1=CC=C(C(=O)N2CCC(CC2)CCCCNC(\C=C\C=2C=NC=CC2)=O)C=C1)=O)=O